4-phenyl-1H-pyrrole-3-carboxylic acid ethyl ester C(C)OC(=O)C1=CNC=C1C1=CC=CC=C1